Tert-butyl 1-(7-((1H-imidazol-1-yl)methyl)-2-(2,4-dimethoxybenzyl)-1-oxo-1,2,3,4-tetrahydroisoquinolin-5-yl)hydrazine-1-carboxylate N1(C=NC=C1)CC1=CC(=C2CCN(C(C2=C1)=O)CC1=C(C=C(C=C1)OC)OC)N(N)C(=O)OC(C)(C)C